1-(4-methoxyphenyl)-2-methyl-3-(thiophen-2-yl)propan-1-one COC1=CC=C(C=C1)C(C(CC=1SC=CC1)C)=O